methyl-ethylketone tert-butyl-((10,11-dihydrobenzo[6,7]oxepino[3,2-b]pyridin-10-yl)methyl)(methyl)carbamate C(C)(C)(C)OC(N(C)CC1CC2=NC=CC=C2OC2=C1C=CC=C2)=O.CC(=O)CC